O=C1NC=NC2=CC=CC=C12 4-OXO-3,4-DIHYDROQUINAZOLIN